NC1=C(C(=CC(=N1)C=1C(=C2[C@@H](N(C(C2=CC1)=O)C1C(NC(CC1)=O)=O)C)F)C)C 3-((S)-5-(6-amino-4,5-dimethylpyridin-2-yl)-4-fluoro-3-methyl-1-oxoisoindolin-2-yl)piperidine-2,6-dione